C(C(C)C)OC1=CC(=NC(=C1)S(=O)(=O)C)NC1=CC(=NC=C1C1=NN(C=C1)C)NC(C)=O N-(4-((4-isobutoxy-6-(methylsulfonyl)pyridin-2-yl)amino)-5-(1-methyl-1H-pyrazol-3-yl)pyridin-2-yl)acetamide